9,9'-(4,6-bis(4,6-diphenylpyrimidin-2-yl)-1,3-phenylene)bis(3,6-diphenyl-9H-carbazole) C1(=CC=CC=C1)C1=NC(=NC(=C1)C1=CC=CC=C1)C1=C(C=C(C(=C1)C1=NC(=CC(=N1)C1=CC=CC=C1)C1=CC=CC=C1)N1C2=CC=C(C=C2C=2C=C(C=CC12)C1=CC=CC=C1)C1=CC=CC=C1)N1C2=CC=C(C=C2C=2C=C(C=CC12)C1=CC=CC=C1)C1=CC=CC=C1